3-(4-amino-1-oxo-1,3-dihydroisoindol-2-yl)-piperidine-2,6-dione NC1=C2CN(C(C2=CC=C1)=O)C1C(NC(CC1)=O)=O